ClC1=C(C2=C(NC(C(=C2[O-])C2=CC=CC=C2)=O)S1)C=1C(=C2CCCCC2=CC1)[O-].[Na+].[Na+].ClC1=C(C2=C(NC(C(=C2O)C2=CC=C(C=C2)F)=O)S1)C=1C(=C2CCCCC2=CC1)O 2-chloro-5-(4-fluorophenyl)-4-hydroxy-3-(5-hydroxytetralin-6-yl)-7H-thieno[2,3-b]pyridin-6-one disodium 2-chloro-3-(5-oxidotetralin-6-yl)-6-oxo-5-phenyl-7H-thieno[2,3-b]pyridin-4-olate